(S)-N-(5-((1S,2S)-2-cyanocyclopropyl)pyrazolo[1,5-a]pyrimidin-3-yl)-4-(5-(5-fluoro-2-methoxypyridin-4-yl)-1H-pyrazole-3-carbonyl)-4-azaspiro[2.5]octane-7-carboxamide C(#N)[C@@H]1[C@H](C1)C1=NC=2N(C=C1)N=CC2NC(=O)[C@H]2CCN(C1(CC1)C2)C(=O)C2=NNC(=C2)C2=CC(=NC=C2F)OC